C1CC12CCN(CC2)C=2C=C(C=CC2N2N=NC(=C2C)C2=CC(=NC(=C2)C)N2CCC(CC2)(F)F)C(CO)S(=O)(=O)N (3-{6-azaspiro[2.5]oct-6-yl}-4-{4-[2-(4,4-difluoropiperidin-1-yl)-6-methylpyridin-4-yl]-5-methyl-1H-1,2,3-triazol-1-yl}phenyl)-2-hydroxyeth-ane-1-sulfonamide